(2R,3S,4R)-2-(Acetoxymethyl)-3,4-dihydro-2H-pyran-3,4-diacetic acid C(C)(=O)OC[C@@H]1OC=C[C@H]([C@@H]1CC(=O)O)CC(=O)O